1,1'-(1,3-phenylenedioxy)bis(3-(2-(prop-2-enyl)phenoxy)propan-2-ol) C1(=CC(=CC=C1)OCC(COC1=C(C=CC=C1)CC=C)O)OCC(COC1=C(C=CC=C1)CC=C)O